FC(CCC(C)(C)C=1C(=NC2=CC=CC=C2C1)C1=NC2=C(C(=C1C)C)OC1=C2C=CC=C1)(F)F (trifluorodimethylbutyl)(dimethylbenzofuropyridinyl)quinoline